(R)-8-chloro-4-((3-chloro-4-fluorophenyl)amino)-6-(((4-chlorothiophen-2-yl)(1-(piperidin-4-yl)-1H-1,2,3-triazol-4-yl)methyl)amino)quinoline-3-carbonitrile ClC=1C=C(C=C2C(=C(C=NC12)C#N)NC1=CC(=C(C=C1)F)Cl)N[C@H](C=1N=NN(C1)C1CCNCC1)C=1SC=C(C1)Cl